C1(=C(C=CC=C1)CS(=O)(=O)NC1=C(C(=C(C=C1F)OC1=NC=CC=C1C1=NC(=NC=C1)N[C@@H]1CNC[C@@](C1)(C)F)F)F)C 1-o-tolyl-N-(2,3,6-trifluoro-4-((3-(2-(((3S,5S)-5-fluoro-5-methylpiperidin-3-yl)amino)pyrimidin-4-yl)pyridin-2-yl)oxy)phenyl)methanesulfonamide